C1(C=2C(C=NN1)=CNC(C2)=O)=O 2,6-dihydropyrido[3,4-d]Pyridazine-1,7-dione